3-([[(9H-fluoren-9-yl) methoxy]carbonyl]amino) azetidine-3-carboxylate N1CC(C1)C(=O)ONC(=O)OCC1C2=CC=CC=C2C=2C=CC=CC12